C(C=C)(=O)O.O1CC1 oxirane mono-2-propenoate